decanediamine iodine [I].C(CCCCCCCCC)(N)N